CC1=NOC(=C1)C1=CC=C(S1)S(=O)(=O)N1CCN(CC1)C[C@H](C)NC1=NC=NC2=C(C=CC=C12)C1=CC=CC=C1 N-[(2S)-1-(4-{[5-(3-methyl-1,2-oxazol-5-yl)thiophen-2-yl]sulfonyl}piperazin-1-yl)propan-2-yl]-8-phenylquinazolin-4-amine